FC=1C=C(C=CC1)NC1CCC2=CC(=CC=C12)NC(C=C)=O N-(1-((3-fluorophenyl)amino)-2,3-dihydro-1H-inden-5-yl)acrylamide